C1(=CC=C(C=C1)C1=CN=C(S1)C(=O)O)C 5-(p-tolyl)thiazole-2-carboxylic acid